diacetyl-L-cystine-dimethyl ester COC([C@](CSSC[C@@](C(=O)OC)(N)C(C)=O)(N)C(C)=O)=O